The molecule is an octanol carrying the hydroxy group at position 1. It has a role as a plant metabolite. It is an octanol and a primary alcohol. CCCCCCCCO